N-(4-(3-fluoro-4-((3-fluoropropyl)sulfonamido)phenyl)-7H-pyrrolo[2,3-d]pyrimidin-2-yl)cyclopropylcarboxamide FC=1C=C(C=CC1NS(=O)(=O)CCCF)C=1C2=C(N=C(N1)NC(=O)C1CC1)NC=C2